di(2,4-dichlorophenyl)iodonium hexafluorophosphate F[P-](F)(F)(F)(F)F.ClC1=C(C=CC(=C1)Cl)[I+]C1=C(C=C(C=C1)Cl)Cl